C(C(=C)C)(=O)OCC(O)C=C vinyl-2-hydroxyethyl methacrylate